OCC1=C2C(=NC=C1)N(N=C2CNC(C=C)=O)C2=CC=C(C=C2)S(F)(F)(F)(F)F N-((4-(Hydroxymethyl)-1-(4-(pentafluoro-λ6-sulfanyl)phenyl)-1H-pyrazolo[3,4-b]pyridin-3-yl)methyl)acrylamide